CC1=NNC2=C1N=C(N=C2)N2C1(CC1)CN(CC2)S(=O)(=O)C 3-Methyl-5-(7-(methylsulfonyl)-4,7-diazaspiro[2.5]octan-4-yl)-1H-pyrazolo[4,3-d]pyrimidine